C1(=CC=CC=C1)NC(=O)C1=CC2=C(N=CN=C2)N1 N-phenyl-7H-pyrrolo[2,3-d]pyrimidine-6-carboxamide